3-(N-methylamino)propyltriethoxysilane CNCCC[Si](OCC)(OCC)OCC